1-nitrobenzoic acid hydrochloride Cl.[N+](=O)([O-])C1(C(=O)O)CC=CC=C1